C1=CC=CC2=C1C=1C(=CO2)C=C2C=CC=C2C1 indeno[5,6-c]benzopyran